ClC=1C=C(OCCC(CN2C=NC=C2)C2=C(C=C(C=C2)Cl)Cl)C=CC1 1-(4-(3-chlorophenoxy)-2-(2,4-dichlorophenyl)butyl)-1H-imidazole